(E)-6-(6-(difluoromethoxy)pyridin-3-yl)-N'-(2-hydroxy-5-methoxybenzylidene)pyrazine-2-carbohydrazide FC(OC1=CC=C(C=N1)C1=CN=CC(=N1)C(=O)N/N=C/C1=C(C=CC(=C1)OC)O)F